C1(C=CC(N1C=1C=C(C(=O)C2(C(=O)NC(C2)=O)S(=O)(=O)O)C=CC1)=O)=O m-maleimidobenzoylsulfosuccinimide